N1-(1H-benzimidazol-5-yl)-1-[4-(thiophen-3-yl)phenyl]ethane-1,2-diamine N1C=NC2=C1C=CC(=C2)NC(CN)C2=CC=C(C=C2)C2=CSC=C2